1-Methyl-2-oxo-4-{2-[3-(trifluoromethoxy)phenyl]-2,8-diazaspiro[4.5]dec-8-yl}-1,2-dihydroquinoline-3-carbonitrile CN1C(C(=C(C2=CC=CC=C12)N1CCC2(CCN(C2)C2=CC(=CC=C2)OC(F)(F)F)CC1)C#N)=O